C[C@H](CCCCCCCCCCCCCCCCCC(=O)O)O The molecule is an (omega-1)-hydroxy fatty acid that is arachidic acid acid in which the 19-pro-R hydrogen is replaced by a hydroxy group. It is an (omega-1)-hydroxy fatty acid and a long-chain fatty acid. It derives from an icosanoic acid.